COCCOCCOCCOCCNCC1=C(C(=O)O)C=CC=C1 2-(2,5,8,11-tetraoxa-14-azapentadecan-15-yl)benzoic acid